N-(3-(tert-butyl)-5-(1-phenylvinyl)-[1,1'-biphenyl]-4-yl)-4-fluorobenzamide C(C)(C)(C)C=1C=C(C=C(C1NC(C1=CC=C(C=C1)F)=O)C(=C)C1=CC=CC=C1)C1=CC=CC=C1